O[C@H]1[C@@H](C2=CC=CC=C2C(C1)(C)C)NC(NC=1C=C(C(=NC1C1=CC=CC=C1)C(=O)N)C)=O |r| rac-5-(3-((1R,2R)-2-hydroxy-4,4-dimethyl-1,2,3,4-tetrahydronaphthalen-1-yl)ureido)-3-methyl-6-phenylpyridinecarboxamide